S(=O)(=O)(O)O.C(=CC1=CC=CC=C1)OC=CC1=CC=CC=C1 distyryl ether sulfate